8-((3-((tert-Butoxycarbonyl)amino)-2-hydroxypropyl)amino)octanoic acid heptadec-9-yl ester CCCCCCCCC(CCCCCCCC)OC(CCCCCCCNCC(CNC(=O)OC(C)(C)C)O)=O